ClC1=C(OC=2N=NC(=CC2C(=O)NC2=CC(NC=C2)=O)C(F)(F)F)C=CC(=C1)F 3-(2-Chloro-4-fluorophenoxy)-N-(2-oxo-1,2-dihydropyridin-4-yl)-6-(trifluoromethyl)pyridazine-4-carboxamide